1-((1s,3s)-3-((5-(1-(2,2-difluoroethyl)-2-methyl-1H-benzo[d]imidazol-6-yl)-4-methoxy-7H-pyrrolo[2,3-d]pyrimidin-2-yl)amino)-1-methylcyclobutyl)pyrrolidin-2-one FC(CN1C(=NC2=C1C=C(C=C2)C2=CNC=1N=C(N=C(C12)OC)NC1CC(C1)(C)N1C(CCC1)=O)C)F